3-[tert-butyl(dimethyl)silyl]oxy-4,4-dideuterio-2-ethynyl-tetrahydrofuran-2-carboxylate [Si](C)(C)(C(C)(C)C)OC1C(OCC1([2H])[2H])(C(=O)[O-])C#C